C(C)(C)(C)C=1C=C(CP(OC(C)C)([O-])=O)C=C(C1O)C(C)(C)C isopropyl 3,5-di-tert-butyl-4-hydroxybenzylphosphonate